COC=1C=C(C=CC1)C1CCN(CC1)C1=C(C(N(C2=CC=CC=C12)C)=O)C#N 4-[4-(3-methoxyphenyl)piperidin-1-yl]-1-methyl-2-oxo-1,2-dihydroquinoline-3-carbonitrile